5-fluoro-3-(2-(6-(isoquinolin-8-yl)-1-oxoisoindolin-2-yl)butanamido)-4-oxopentanoic acid FCC(C(CC(=O)O)NC(C(CC)N1C(C2=CC(=CC=C2C1)C=1C=CC=C2C=CN=CC12)=O)=O)=O